ClC1=CC(=C(C=C1F)C1=NC(=CC=2N=C(N(C(C21)=O)C)C)N2C[C@@H](OCC2)C=2C=NN(C2)C)F 5-(4-chloro-2,5-difluorophenyl)-2,3-dimethyl-7-((2S)-2-(1-methyl-1H-pyrazol-4-yl)-4-morpholinyl)pyrido[4,3-d]pyrimidin-4(3H)-one